6-Chloro-7-fluoro-3-((10-hydroxy-7-((R)-4,4,4-trifluoro-2-methylbutanoyl)-7-azaspiro[4.5]decan-10-yl)methyl)quinazolin-4(3H)-one ClC=1C=C2C(N(C=NC2=CC1F)CC1(CCN(CC12CCCC2)C([C@@H](CC(F)(F)F)C)=O)O)=O